(1S,2R,4aS,6aS,6bR,8aR,14aR,14bR,16bS)-13-methoxy-1,2,6a,6b,9,9,11,14a-octamethyl-1,2,3,4,4a,5,6,6a,6b,7,8,8a,9,14,14a,14b,15,16b-octadecahydrochryseno[1,2-g]Quinazolin COC1=NC(=NC=2C([C@H]3[C@](CC12)([C@H]1CC=C2[C@@H]4[C@H]([C@@H](CC[C@H]4CC[C@]2([C@@]1(CC3)C)C)C)C)C)(C)C)C